[O-]P([O-])(=O)OP(=O)([O-])[O-].[Fe+2].[Cu+2].[Na+] sodium copper iron pyrophosphate